(R)-(3-(4-amino-(4-phenoxyphenyl)-1H-pyrazolo[3,4-d]pyrimidin-1-yl)piperidin-1-yl)-3-hydroxyacetone NC1=C2C(=NC=N1)N(N=C2C2=CC=C(C=C2)OC2=CC=CC=C2)C2CN(CCC2)[C@@H](C(C)=O)O